2-hydroxypropyl-1,4-butanediol OC(CC(CCCO)O)C